BrC1=CC(=C(C(=C1)F)N1N=C2C(N=C(NC2=O)N2CCCC2)=N1)F 2-(4-bromo-2,6-difluoro-phenyl)-5-pyrrolidin-1-yl-6H-triazolo[4,5-d]pyrimidin-7-one